CC1=COC2=C(O1)C=C(C=C2)N methyl-7-aminobenzo[5,6][1,4]dioxine